N1=C(C(=CC=C1)C=1C=C(C=CC1)C1=NC(=NC(=N1)C1=CC=CC=C1)C1=CC=CC=C1)C=1C=C(C=CC1)C1=NC(=NC(=N1)C1=CC=CC=C1)C1=CC=CC=C1 6,6'-(pyridine-2,3-diylbis(3,1-phenylene))bis(2,4-diphenyl-1,3,5-triazine)